Methyl 3-[5-benzyloxy-1-(4-fluoro-3-methyl-phenyl)indol-3-yl]-1-methyl-cyclobutanecarboxylate C(C1=CC=CC=C1)OC=1C=C2C(=CN(C2=CC1)C1=CC(=C(C=C1)F)C)C1CC(C1)(C(=O)OC)C